C(C)OC(=O)C1=CN=C(O1)Cl 2-chlorooxazole-5-carboxylic acid ethyl ester